3-(4-(((R)-1-(3-methoxy-4-nitrophenyl)piperidin-3-yl)ethynyl)-1-oxoisoindolin-2-yl)piperidine-2,6-dione COC=1C=C(C=CC1[N+](=O)[O-])N1C[C@H](CCC1)C#CC1=C2CN(C(C2=CC=C1)=O)C1C(NC(CC1)=O)=O